5-[4-chloro-5-(difluoromethyl)-2-[(3S)-3-(morpholinomethyl)-3,4-dihydro-1H-isoquinoline-2-carbonyl]phenyl]-1,2-dimethyl-pyrrole-3-carboxylic acid ClC1=CC(=C(C=C1C(F)F)C1=CC(=C(N1C)C)C(=O)O)C(=O)N1CC2=CC=CC=C2C[C@H]1CN1CCOCC1